7,9-difluoro-8-(6-fluoro-1H-indol-4-yl)-1,4,4-trimethyl-5H-imidazo[1,2-a]quinoxaline FC=1C=C2NC(C=3N(C2=C(C1C1=C2C=CNC2=CC(=C1)F)F)C(=CN3)C)(C)C